CC1(N(C(=NO1)C1[C@H]2CN(C[C@@H]12)C(=O)C1=NNC(=C1)C(C)C)C1=CC=C(C=C1)C)C (1R,5S,6r)-6-[5,5-Dimethyl-4-(4-methylphenyl)-4,5-dihydro-1,2,4-oxadiazol-3-yl]-3-azabicyclo[3.1.0]Hex-3-yl-(5-isopropyl-1H-pyrazol-3-yl)methanone